N1C=CC=C1.[N] nitrogen (pyrrole)